3-(methylamino)cyclobutanol hydrochloride Cl.CNC1CC(C1)O